B(O)(O)O.C(CCC)N1C(N(C=C1)C)C 1-butyl-2,3-dimethylimidazole borate